C(CCCCCCCCCCCC)C=[NH+][O-] Tridecylnitrone